5-chloro-N-[(1S)-4,4-difluoro-1-[2-(methylamino)-2-oxo-acetyl]pentyl]-2-[(3-fluorobenzoyl)amino]pyridine-3-carboxamide ClC=1C=C(C(=NC1)NC(C1=CC(=CC=C1)F)=O)C(=O)N[C@@H](CCC(C)(F)F)C(C(=O)NC)=O